C(C)(C)(C)C=1NC(=C(N1)C=1C=C2N=CC=NC2=CC1)C1=NC(=CC=C1)C 6-[2-tert-butyl-5-[6-methylpyridine-2-yl]-1H-imidazole-4-yl]-quinoxaline